O1CCN(CC1)C=1C=C(N=C2N(C=NC12)C1CCOCC1)N1N=C(C=C1)C=1C=C(C=CC1)C 7-morpholino-3-(tetrahydro-2H-pyran-4-yl)-5-[3-(m-tolyl)-1-pyrazolyl]-3H-1,3,4-triazaindene